tert-butyl 3-((3-chloro-2-methyl-5-((phenoxycarbonyl)amino)phenoxy)methyl)pyrrolidine-1-carboxylate ClC=1C(=C(OCC2CN(CC2)C(=O)OC(C)(C)C)C=C(C1)NC(=O)OC1=CC=CC=C1)C